N(=[N+]=[N-])C(CN=[N+]=[N-])N1C(C2=CC=CC=C2C1=O)=O 2-(1,2-diazidoethyl)isoindole-1,3-dione